1-methyl-4-[4-(5-methyl-1,3-benzooxazol-2-yl)piperidin-1-yl]-2-oxo-1,2-dihydroquinoline-3-carbonitrile CN1C(C(=C(C2=CC=CC=C12)N1CCC(CC1)C=1OC2=C(N1)C=C(C=C2)C)C#N)=O